FC(C=1N=C2N(CCN(C2)C(=O)[C@@H]2CC23CCN(CC3)C(=O)OC(C(F)(F)F)C(F)(F)F)C1)(F)F |o1:12| 1,1,1,3,3,3-hexafluoro-propan-2-yl (R or S)-1-(2-(trifluoromethyl)-5,6,7,8-tetrahydro-imidazo[1,2-a]pyrazine-7-carbonyl)-6-aza-spiro[2.5]octane-6-carboxylate